5-((4-(diisopropylamino)-4-oxobut-2-yn-1-yl)oxy)-4,5-dioxopentanoic acid C(C)(C)N(C(C#CCOC(C(CCC(=O)O)=O)=O)=O)C(C)C